(S)-5-methyl-3-(trifluoromethyl)-6,6a,7,8,9,10-hexahydro-5H-pyrazino[1,2-a]pyrido[3,2-e]pyrazine CN1C[C@H]2N(C3=C1C=C(C=N3)C(F)(F)F)CCNC2